FC(C=1N=CC(=NC1)C(=O)NC12CCC(CC1)(CC2)NC(OC(C)(C)C)=O)F tert-butyl (4-(5-(difluoromethyl)pyrazine-2-carboxamido)bicyclo[2.2.2]octan-1-yl)carbamate